(S)-3-fluoro-4-(((6-(2-methylpiperazin-1-yl)pyridin-2-yl)oxy)methyl)benzonitrile FC=1C=C(C#N)C=CC1COC1=NC(=CC=C1)N1[C@H](CNCC1)C